5-tert-butoxy-5-oxo-4-palmitoylaminopentanoic acid C(C)(C)(C)OC(C(CCC(=O)O)NC(CCCCCCCCCCCCCCC)=O)=O